N-methyl-N-(4-((4-oxo-3,4-dihydrophthalazin-1-yl)methyl)phenyl)sulfamoyl-carbamic acid tert-butyl ester C(C)(C)(C)OC(N(S(NC1=CC=C(C=C1)CC1=NNC(C2=CC=CC=C12)=O)(=O)=O)C)=O